6,7-Dichloro-5-(2,6-difluoro-3-methoxy-phenyl)-1,3-dihydro-1,4-benzodiazepine ClC1=C(C=CC2=C1C(=NCCN2)C2=C(C(=CC=C2F)OC)F)Cl